NC1=C(C=C(C=C1C(=O)N)C1=CNC(=C1)Br)C1=CC=C(C=C1)S(N)(=O)=O 2-amino-5-(5-bromo-1H-pyrrol-3-yl)-4'-sulfamoyl-[1,1'-biphenyl]-3-carboxamide